2-(4-cyclopropyl-6-methoxypyrimidin-5-yl)-N-(4-(5-methyl-3-(trifluoromethyl)-1H-pyrazol-1-yl)benzyl)-N-(oxetan-3-ylmethyl)-7H-purin-6-amine C1(CC1)C1=NC=NC(=C1C1=NC(=C2NC=NC2=N1)N(CC1COC1)CC1=CC=C(C=C1)N1N=C(C=C1C)C(F)(F)F)OC